N[C@@H]1[C@@H](OCC12CCN(CC2)C=2N(C(C1=C(N2)NC=C1C1=C(C2=CN(N=C2C=C1)CC)Cl)=O)C)C 2-[(3S,4S)-4-amino-3-methyl-2-oxa-8-azaspiro[4.5]decan-8-yl]-5-(4-chloro-2-ethyl-2H-indazol-5-yl)-3-methyl-3H,4H,7H-pyrrolo[2,3-d]pyrimidin-4-one